C(C=C)[C@@H]1[C@@H]([C@H](O[C@H]1N1C(N(C(C=C1)=O)C(C1=CC=CC=C1)=O)=O)/C=C/P(OC)(OC)=O)O dimethyl ((E)-2-((2R,3S,4R,5R)-4-allyl-5-(3-benzoyl-2,4-dioxo-3,4-dihydropyrimidin-1(2H)-yl)-3-hydroxytetrahydrofuran-2-yl)vinyl)phosphonate